FC(COCCN(CC[C@@H](C(=O)O)NC1=NC=NC(=C1)C1=CC=CC=C1)CCCCC1=NC=2NCCCC2C=C1)F (S)-4-((2-(2,2-difluoroethoxy)ethyl)(4-(5,6,7,8-tetrahydro-1,8-naphthyridin-2-yl)butyl)amino)-2-((6-phenylpyrimidin-4-yl)amino)butanoic acid